4-((6-Ethoxy-2-(3-(3-(3-methylmorpholino)propoxy)phenyl)quinazolin-4-yl)amino)piperidin-2-one C(C)OC=1C=C2C(=NC(=NC2=CC1)C1=CC(=CC=C1)OCCCN1C(COCC1)C)NC1CC(NCC1)=O